methyl chlorocyclopentenoate ClC1=C(CCC1)C(=O)OC